COC1=NC=NC2=CC=C(C=C12)C1=CNC2=NC=C(C=C21)C=2C=NN1C2CN(CC1)C 4-methoxy-6-(5-(5-methyl-4,5,6,7-tetrahydropyrazolo[1,5-a]pyrazin-3-yl)-1H-pyrrolo[2,3-b]pyridin-3-yl)quinazoline